N-(Phenyl(2-(trifluoromethyl)benzofuran-3-yl)methylene)propionamide C1(=CC=CC=C1)C(=NC(CC)=O)C1=C(OC2=C1C=CC=C2)C(F)(F)F